2-[(4aS,5aR)-5,5-difluoro-5a-methyl-1H,4H,4aH,6H-cyclopropa[f]indazol-3-yl]-6-[4-(piperidin-4-ylmethyl)piperazine-1-carbonyl]-1H-indole FC1([C@H]2CC=3C(=NNC3C[C@]21C)C=2NC1=CC(=CC=C1C2)C(=O)N2CCN(CC2)CC2CCNCC2)F